tert-butyl 4-(2-(4-((5-amino-2-(pyridin-4-yl)phenyl)ethynyl)benzamido)ethyl)piperazine-1-carboxylate NC=1C=CC(=C(C1)C#CC1=CC=C(C(=O)NCCN2CCN(CC2)C(=O)OC(C)(C)C)C=C1)C1=CC=NC=C1